(S)-1-(benzo[d][1,3]dioxol-5-yl)-2-(methylamino)propan-1-one O1COC2=C1C=CC(=C2)C([C@H](C)NC)=O